(2S)-1,7,10-tribenzyl-2-({5-[2-(2-ethoxyethoxy)ethoxy]pyridin-2-yl}methyl)-4-[(4-methoxyphenyl)methyl]-1,4,7,10-tetraazacyclododecane C(C1=CC=CC=C1)N1[C@H](CN(CCN(CCN(CC1)CC1=CC=CC=C1)CC1=CC=CC=C1)CC1=CC=C(C=C1)OC)CC1=NC=C(C=C1)OCCOCCOCC